methyl (S)-2-((4-(2-((4-chloro-2-fluorobenzyl) oxy)-3-fluorophenyl)-6-oxo-3,6-dihydropyridin-1(2H)-yl) methyl)-1-(oxetan-2-ylmethyl)-1H-benzo[d]imidazole-6-carboxylate ClC1=CC(=C(COC2=C(C=CC=C2F)C=2CCN(C(C2)=O)CC2=NC3=C(N2C[C@H]2OCC2)C=C(C=C3)C(=O)OC)C=C1)F